ethyl 3-(3,3,3-trifluoropropyl)isoxazole-4-carboxylate FC(CCC1=NOC=C1C(=O)OCC)(F)F